9,10-bis(2,3,6,7-tetramethoxy-9H-carbazole-9-yl)anthracene COC1=CC=2N(C3=CC(=C(C=C3C2C=C1OC)OC)OC)C=1C2=CC=CC=C2C(=C2C=CC=CC12)N1C2=CC(=C(C=C2C=2C=C(C(=CC12)OC)OC)OC)OC